C[C@@H]1N(C[C@H](N(C1)[C@@H](C(C)C)C1=CC=C(C=C1)C(F)(F)F)C)C=1C=2N=C(N(C2N(C(N1)=O)C)C[C@H]1OCCC1)C 6-((2S,5R)-2,5-dimethyl-4-((S)-2-methyl-1-(4-(trifluoromethyl)phenyl)propyl)piperazin-1-yl)-3,8-dimethyl-9-(((S)-tetrahydrofuran-2-yl)methyl)-3,9-dihydro-2H-purin-2-one